C1(CCCC1)OC(=O)C1(OC2=C(C(=C(C(=C2CC1)C)O)C)C)C 6-hydroxy-2,5,7,8-tetramethylchroman-2-carboxylic acid cyclopentyl ester